FC(CN1N=CC=2C1=NC(=CN2)N2C[C@H]1C([C@H]1C2)COC=2C=NC=CC2C(F)(F)F)F (1R,5S,6S)-3-[1-(2,2-difluoroethyl)-1H-pyrazolo[3,4-b]pyrazin-6-yl]-6-({[4-(trifluoromethyl)pyridin-3-yl]oxy}methyl)-3-azabicyclo[3.1.0]hexane